(1S,3S,4R)-2-(2-(3-acetyl-7-methyl-5-(2-methylpyrimidin-5-yl)-1H-indol-1-yl)acetyl)-N-(6-bromo-3-methylpyridin-2-yl)-2-azabicyclo[2.2.1]heptane-3-carboxamide C(C)(=O)C1=CN(C2=C(C=C(C=C12)C=1C=NC(=NC1)C)C)CC(=O)N1[C@H]2CC[C@@H]([C@H]1C(=O)NC1=NC(=CC=C1C)Br)C2